CC1=C(OC2=C(C=C(C=C2C1=O)C)[C@@H](C)NC1=C(C(=O)OC(C)(C)C)C=CC=C1)C1=CC=C(C=C1)OC1CN(CC1)C tert-butyl 2-[[(1R)-1-[3,6-dimethyl-2-[4-(1-methylpyrrolidin-3-yl)oxyphenyl]-4-oxo-chromen-8-yl]ethyl]amino]benzoate